C(C)OC(OCC)=O diethyl-carbonate